5-ethynyl-1H-indazole C(#C)C=1C=C2C=NNC2=CC1